tert-butyl (2-((4-((tert-butoxycarbonyl)amino)pentyl)oxy)pyridin-4-yl)(1-(tert-butyl)-3-((1S,3R)-3-hydroxycyclopentyl)-1H-pyrazol-5-yl)carbamate C(C)(C)(C)OC(=O)NC(CCCOC1=NC=CC(=C1)N(C(OC(C)(C)C)=O)C1=CC(=NN1C(C)(C)C)[C@@H]1C[C@@H](CC1)O)C